1-{5-[(3S)-3-methylmorpholin-4-yl]-3-[1-(oxan-2-yl)-1H-pyrazol-5-yl]-[1,2]thiazolo[4,5-b]pyridin-7-yl}cyclohexane-1-carbonitrile C[C@@H]1N(CCOC1)C1=CC(=C2C(=N1)C(=NS2)C2=CC=NN2C2OCCCC2)C2(CCCCC2)C#N